C(C1=CC=CC=C1)OC=1C(=C(C(=CC1)CC1NC(CC2=CC(=C(C=C12)OCC1=CC=CC=C1)OC)([2H])[2H])CO)OC (3-(benzyloxy)-6-((7-(benzyloxy)-6-methoxy-1,2,3,4-tetrahydroisoquinolin-1-yl-3,3-d2)methyl)-2-methoxyphenyl)methanol